methyl adipate acetate C(C)(=O)O.C(CCCCC(=O)O)(=O)OC